2-(difluoromethyl)-N-[(1s,4s)-4-{[2-(trifluoromethyl)quinolin-4-yl]amino}cyclohexyl]pyridine-4-carboxamide FC(C1=NC=CC(=C1)C(=O)NC1CCC(CC1)NC1=CC(=NC2=CC=CC=C12)C(F)(F)F)F